ClC1=CC=C(C=C1)C(=O)C12C3C4C5C3C1C5C24 (4-chlorophenyl)(cuban-1-yl)methanone